tert-butyl 15-[4-([[(2R,3S)-3-[(tert-butoxycarbonyl) amino]-5-carbamoyl pentan-2-yl]oxy] methyl)phenyl]-3,6,9,12-tetraoxapentadec-14-ynoate C(C)(C)(C)OC(=O)N[C@H]([C@@H](C)OCC1=CC=C(C=C1)C#CCOCCOCCOCCOCC(=O)OC(C)(C)C)CCC(N)=O